OCCCCCCCCCCCCCCCCOCCCCCCCCCCCCCCCCO hydroxyhexadecylether